S1C(=NC2=C1C=CC=C2)NC(=O)C=2C=CC=C1CCNCC21 N-(benzo[d]thiazol-2-yl)-1,2,3,4-tetrahydroisoquinoline-8-carboxamide